C(C1=CC=CC=C1)N1C(C2(C(C2C1=O)C1=CC=CC=C1)C=1C=C2C=NN(C2=CC1C)C1=CC=C(C=C1)F)=O 3-benzyl-1-(1-(4-fluorophenyl)-6-methyl-1H-indazol-5-yl)-6-phenyl-3-azabicyclo[3.1.0]hexane-2,4-dione